C(C1=CC=CC=C1)OC1(CC1)CO (1-(Benzyloxy)cyclopropyl)methanol